3-(benzyloxy)-N-(3,4,5-trifluorophenyl)thiophene-2-carboxamide C(C1=CC=CC=C1)OC1=C(SC=C1)C(=O)NC1=CC(=C(C(=C1)F)F)F